C(C)(C)(C)OC(=O)N1CCC(=CC1)C1=CC(=C(C=C1)F)OC=1C=C2C=NN(C2=CC1)C 4-(4-fluoro-3-((1-methyl-1H-indazol-5-yl)oxy)phenyl)-3,6-dihydropyridine-1(2H)-carboxylic acid tert-butyl ester